N-{4-[(dimethylamino)methyl]benzenesulfonyl}-2-[4-(6-hydroxynaphthalen-2-yl)-2,6-bis(propan-2-yl)phenyl]acetamide behenyl-palmitate C(CCCCCCCCCCCCCCCCCCCCC)OC(CCCCCCCCCCCCCCC)=O.CN(C)CC1=CC=C(C=C1)S(=O)(=O)NC(CC1=C(C=C(C=C1C(C)C)C1=CC2=CC=C(C=C2C=C1)O)C(C)C)=O